C(C1=CC=CC=C1)N1CCC2(CCCN(C2)S(=O)(=O)C=2C=NC(=CC2)N2CCC(CC2)(F)F)CC1 9-Benzyl-2-((6-(4,4-difluoropiperidin-1-yl)pyridin-3-yl)sulfonyl)-2,9-diazaspiro[5.5]undecane